ClC1=C(C(=CC=C1)Cl)C=1C(C2=C(N=C(N=C2)NC2=CC=C3C4(CN(CC3=C2)C)CC4)N(C1)CC1=CC=C(C=C1)OC)=O 6-(2,6-dichlorophenyl)-8-(4-methoxybenzyl)-2-[(2'-methyl-2',3'-dihydro-1'H-spiro[cyclopropane-1,4'-isoquinolin]-7'-yl)amino]pyrido[2,3-d]pyrimidin-5(8H)-one